6-(4-amino-7-methyl-5-(4-(pyrimidin-2-yloxy)phenyl)-7H-pyrrolo[2,3-d]pyrimidin-6-yl)-2-azaspiro[3.3]heptane NC=1C2=C(N=CN1)N(C(=C2C2=CC=C(C=C2)OC2=NC=CC=N2)C2CC1(CNC1)C2)C